C(C)(C1=C(C(=CC(=C1)CC(C)C)C(C)(C)C)O)C1=C(C(=CC(=C1)CC(C)C)C(C)(C)C)O 2,2'-ethylidenebis(6-tert-butyl-4-isobutyl-phenol)